OCC1=CC=CC(=N1)C=CC(CCCCCCC)=O (6-(hydroxymethyl)pyridin-2-yl)dec-1-en-3-one